COC(=O)C1(CC2=CC(=CC=C2C1)CCC1=CC=CC=C1)C(=O)OC 6-phenethyl-1,3-dihydro-2H-indene-2,2-dicarboxylic acid dimethyl ester